NCCNCCC[Si](OC)(OC)OC 3-(N-(2-aminoethyl)amino)propyltrimethoxysilane